NC1=NC=C2N(C(N(C2=N1)[C@@H]1O[C@@H](C[C@H]1O)CO)=O)CCC#N 3-(2-Amino-9-((2R,3R,5S)-3-hydroxy-5-(hydroxymethyl)tetrahydrofuran-2-yl)-8-oxo-8,9-dihydro-7H-purin-7-yl)propanenitril